(1S,3S)-3-(4-(5-((((1-Cyclopropylethyl)(methyl)carbamoyl)oxy)methyl)-1-methyl-1H-pyrazol-4-yl)-2-methylphenoxy)cyclohexan C1(CC1)[C@H](C)N(C(=O)OCC1=C(C=NN1C)C1=CC(=C(OC2CCCCC2)C=C1)C)C